ClC1=CC2=C(N=C(S2)NC(C(C2=CC=C(C=C2)C=2N=NN(N2)C)C2CC(CC2)(F)F)=O)C=C1 N-(6-Chlorobenzo[d]thiazol-2-yl)-2-(3,3-difluorocyclopentyl)-2-(4-(2-methyl-2H-tetrazol-5-yl)phenyl)acetamide